CCCC(OC(=O)C)OC(=O)C diacetoxybutane